[Si](C)(C)(C(C)(C)C)O[C@@H](CCC(=O)O)CN[C@@H](C)C1=C(C(=CC(=C1)F)Cl)COC1=CC=C(C=C1)OC (S)-4-(tert-butyldimethylsilyloxy)-5-((S)-1-(3-chloro-5-fluoro-2-((4-methoxyphenoxy)methyl)phenyl)ethylamino)pentanoic acid